5-tert-butyl-3-(2-hydroxy-5-tert-butylphenyl)benzofuran-2-one C(C)(C)(C)C=1C=CC2=C(C(C(O2)=O)C2=C(C=CC(=C2)C(C)(C)C)O)C1